Cl.NC(CO)(CO)CO trometamol-HCl